[Cu].COC1=CC=C(C=C1)C#C 4-methoxyphenylacetylene copper